C(#N)C[C@H](C(=O)NC=1N=NC(=C(C1)C1CC1)C1=C(C=C(C=C1)C#C)O)NC(OCC1C2=CC=CC=C2C=2C=CC=CC12)=O (9H-fluoren-9-yl)methyl (R)-(3-cyano-1-((5-cyclopropyl-6-(4-ethynyl-2-hydroxyphenyl)pyridazin-3-yl)amino)-1-oxopropan-2-yl)carbamate